N-dodecyl-N-ethyl-N,N-dimethylammonium hydroxide [OH-].C(CCCCCCCCCCC)[N+](C)(C)CC